6-[2-(benzyloxy)propoxy]-2-(2,4-dimethylphenyl)-2,5-dihydro-4H-pyrazolo[3,4-d]pyrimidin-4-one C(C1=CC=CC=C1)OC(COC=1NC(C=2C(N1)=NN(C2)C2=C(C=C(C=C2)C)C)=O)C